N-(3,5-difluoro-4-((6-methoxy-7-(2-(methylamino)ethoxy)quinolin-4-yl)oxy)phenyl)-2-fluoro-4-methoxypyridine-3-carboxamide FC=1C=C(C=C(C1OC1=CC=NC2=CC(=C(C=C12)OC)OCCNC)F)NC(=O)C=1C(=NC=CC1OC)F